C(C)(C)C1=C([O-])C(=CC=C1)C(C)C 2,6-diisopropylphenoxide